Methyl 3,5-dichloro-6-(7-fluorobenzo[b]thiophen-6-yl)picolinate ClC=1C(=NC(=C(C1)Cl)C=1C=CC2=C(SC=C2)C1F)C(=O)OC